5-(1,5-dimethylpyrazol-4-yl)-1-isopropyl-3-methyl-N-[(1-methylpyrazol-4-yl)methyl]pyrazolo[4,3-b]pyridin-7-amine CN1N=CC(=C1C)C1=CC(=C2C(=N1)C(=NN2C(C)C)C)NCC=2C=NN(C2)C